(2E)-21-Hydroxy-2-henicosenoic acid OCCCCCCCCCCCCCCCCCC/C=C/C(=O)O